[N+](=O)([O-])C1=CC=C(C=C1)S 4-nitrobenzenethiol